FC(C(C(C(=O)NC1=NC2=C(N1C1(CCC1)C)C=C(C=C2)C(C)(C)O)C)(C)C)(F)F 4,4,4-trifluoro-N-(6-(2-hydroxypropan-2-yl)-1-(1-methylcyclobutyl)-1H-benzo[d]imidazol-2-yl)-2,3,3-trimethylbutanamide